1,4-dimethyl-3-(propan-2-yl)-1H-pyrazol-5-ol CN1N=C(C(=C1O)C)C(C)C